(S)-4-ethyl-8-fluoro-4-hydroxy-9-methyl-11-(piperidin-1-ylmethyl)-1,12-dihydro-14H-pyrano[3',4':6,7]indolizino[1,2-b]quinoline-3,14(4H)-dione C(C)[C@]1(C(OCC=2C(N3CC=4C(=NC=5C=C(C(=CC5C4CN4CCCCC4)C)F)C3=CC21)=O)=O)O